(7S,15S)-9-(2,6-difluorophenyl)-4-ethyl-7,15-dimethyl-13,16-dioxa-18-thia-2,3,5,8-tetrazatetracyclo[8.8.0.02,6.011,17]octadeca-1(10),3,5,8,11(17)-pentaene FC1=C(C(=CC=C1)F)C1=N[C@H](C2=NC(=NN2C=2SC=3O[C@H](COCC3C12)C)CC)C